4-oxo-N-[[2-[(2,2,2-trifluoroethylamino)methyl]-1H-indol-6-yl]methyl]pyrido[1,2-a]pyrimidine-2-carboxamide O=C1C=C(N=C2N1C=CC=C2)C(=O)NCC2=CC=C1C=C(NC1=C2)CNCC(F)(F)F